COC=1C=C(C=CC1NCC#CC=1N(C2=CC=CC(=C2C1)NC1CCOCC1)CC(F)(F)F)S(=O)(=O)NC 3-methoxy-N-methyl-4-[(3-{4-[(oxan-4-yl)amino]-1-(2,2,2-trifluoroethyl)-1H-indol-2-yl}prop-2-yn-1-yl)amino]benzene-1-sulfonamide